1-(3-Chloro-4-(4-(2-((1-(methylsulfonyl)piperidin-4-yl)amino)-5-(trifluoromethyl)pyrimidin-4-yl)-1H-imidazol-1-yl)benzyl)-3-methylimidazolidin-2-one ClC=1C=C(CN2C(N(CC2)C)=O)C=CC1N1C=NC(=C1)C1=NC(=NC=C1C(F)(F)F)NC1CCN(CC1)S(=O)(=O)C